C(=O)C1=CC=2C=3C(COC2C=C1C1=C(C(=O)OC)C=CC=C1)=CSC3 methyl 2-(8-formyl-4H-thieno[3,4-c]chromen-7-yl)benzoate